N-(5,6-dimethoxypyridin-2-yl)azetidine-3-carboxamide hydrochloride Cl.COC=1C=CC(=NC1OC)NC(=O)C1CNC1